FC1=C(C=CC=C1F)NC(C)C1=CC(=CN2C1=NC(=CC2=O)N2CCOCC2)C(=O)OC methyl 9-(1-((2,3-difluorophenyl)amino)ethyl)-2-morpholino-4-oxo-4H-pyrido[1,2-a]pYrimidine-7-carboxylate